P(=O)(O)(O)O[C@H]1[C@H]([C@@](O[C@@H]1CO)(N1C(=O)NC(=O)C=C1)C)O Methyluridine-3'-monophosphate